nonatriacontyl oleate C(CCCCCCC\C=C/CCCCCCCC)(=O)OCCCCCCCCCCCCCCCCCCCCCCCCCCCCCCCCCCCCCCC